2,2,6,6-Tetramethyl-4-piperidinyl-Eicosanat CC(C(=O)[O-])(CC(CC(CCCCCCCCCCCCCC)(C)C)N1CCCCC1)C